[C@H]1([C@H](O)[C@@H](O)[C@@H](O)[C@H](O1)CO)OC[C@@H]([C@@H]([C@@H](CCC)O)O)NC(CCCCCCCCCCCCCCCCCCCCCCCCC)=O (2S,3S,4R)-1-O-(α-D-galactosyl)-2-(N-hexacosanoylamino)-1,3,4-heptantriol